BrC1=C(C=C(C=C1)Cl)[C@@H]1N(CC=CCC1)[S@@](=O)C(C)(C)C (R)-2-(2-bromo-5-chlorophenyl)-1-((S)-tert-butylsulfinyl)-2,3,4,7-tetrahydro-1H-azepine